OC[C@H]1CN(CCN1CC1=CC=C(C=C1)OC)C(=O)[O-] |r| (±)-3-(Hydroxymethyl)-4-(4-methoxybenzyl)piperazine-1-carboxylate